C(C)(=O)OCCOC=1C=CC2=C(C(C=3NC4=CC(=CC=C4C3C2=O)C#N)(C)C)C1 (3-Cyano-6,6-dimethyl-11-oxo-6,11-dihydro-5H-benzo[b]carbazol-8-yloxy)-ethyl acetate